2-[2-(aminomethyl)-3,3-difluoro-allyl]-4-[[5-(4-piperazin-1-ylphenyl)benzothiophen-2-yl]methyl]-1,2,4-triazol-3-one NCC(CN1N=CN(C1=O)CC=1SC2=C(C1)C=C(C=C2)C2=CC=C(C=C2)N2CCNCC2)=C(F)F